C1=C2C(=C(C=C1[2H])[2H])NC1=C2C(=C2NC3=C(C=C(C=C3C2=C1[2H])[2H])[2H])[2H] 5,11-dihydroindolo[3,2-b]carbazole-2,4,6,8,10,12-d6